6-(3-(4-chlorophenyl)-4,5-dihydro-1H-pyrazol-5-yl)quinoxaline ClC1=CC=C(C=C1)C1=NNC(C1)C=1C=C2N=CC=NC2=CC1